arginine beta-naphthylamide C1=C(C=CC2=CC=CC=C12)NC([C@@H](N)CCCNC(N)=N)=O